(S)-1-(2,5-dimethoxyphenyl)-2-((3-fluoro-5-methylbenzyl)amino)ethan-1-ol hydrochloride Cl.COC1=C(C=C(C=C1)OC)[C@@H](CNCC1=CC(=CC(=C1)C)F)O